CC1=C(C(=C(C(=C1C(=O)N)C)C)C(=O)N)C tetramethyl-terephthalamide